5-(morpholinosulfonyl)pyridin-3-amine O1CCN(CC1)S(=O)(=O)C=1C=C(C=NC1)N